CN1[Si](N[Si]N[Si](N([Si]1(C)C)C)(C)C)(C)C 1,1,3,3,5,5,7,7-octamethylcyclotetrasilazane